ClC=1C(=C(C(=C(C1)NCC(=O)O)F)C)CC1=CC(=C(C=C1)O)C(C)C (5-chloro-2-fluoro-4-(4-hydroxy-3-isopropylbenzyl)-3-methylphenyl)glycine